C1(=CC=CC=C1)COC(=O)N1CCN(CCC1)C(N(C)[C@H](C(=O)OC)C(C)C)=O (S)-4-((1-methoxy-3-methyl-1-oxobutan-2-yl)(methyl)carbamoyl)-1,4-diazepan-1-carboxylic acid phenylmethyl ester